NC1=NC=CC=C1C1=NC=2C(=NC(=CC2)C)N1C1=CC=C(C=C1)CNC(OC(C)(C)C)=O tert-butyl N-({4-[2-(2-aminopyridin-3-yl)-5-methylimidazo[4,5-b]pyridin-3-yl]phenyl}methyl)carbamate